OC[C@H](C(C)(C)C)NC(=O)C1=NN(C=2C(CC[C@H](C12)C)C(C)C)C=1C=[N+](C=CN1)[O-] 3-((4R)-3-(((S)-1-hydroxy-3,3-dimethylbutan-2-yl)carbamoyl)-7-isopropyl-4-methyl-4,5,6,7-tetrahydro-1H-indazol-1-yl)pyrazine 1-oxide